C(N)(=O)C=1C(=NN(C1NC)[C@@H]1CN(CC1)C(=O)OC(C)(C)C)C#CC1=CC(=CC(=C1)OC)OC Tert-Butyl (S)-3-(4-Carbamoyl-3-((3,5-Dimethoxyphenyl)Ethynyl)-5-(Methylamino)-1H-Pyrazol-1-yl)Pyrrolidine-1-Carboxylate